O(Cl)Cl (oxy) chloride